FC=1C=C(N2N=C(N=CC21)N[C@H]2[C@@H](COCC2)O)N2CCCCC2 (3S,4R)-4-((5-fluoro-7-(piperidin-1-yl)pyrrolo[2,1-f][1,2,4]triazin-2-yl)amino)tetrahydro-2H-pyran-3-ol